C(CCCCCCCCCCC)S(=O)(=O)[O-].[K+] potassium dodecyl-sulphonate